C(C)(C)(C)N1N=CC(=C1)NC(CC1=CC(=C(OC2=CC=NC3=CC(=C(C=C23)C(=O)NC)F)C=C1)C)=O 4-(4-(2-((1-(tert-butyl)-1H-pyrazol-4-yl)amino)-2-oxoethyl)-2-methylphenoxy)-7-fluoro-N-methylquinoline-6-carboxamide